Cl.NC1=C(C=C(C(=O)NC=2C(N(C=CC2)C(C(=O)N[C@@H]2C[C@H](NC2)C(=O)OCC)C)=O)C=C1)Cl ethyl (2S,4R)-4-(2-(3-(4-amino-3-chlorobenzamido)-2-oxopyridin-1(2H)-yl)propanamido)pyrrolidine-2-carboxylate hydrochloride